[(2S,3S,4E,6S,7S,10S)-7,10-dihydroxy-3,7-dimethyl-2-[(2E,4E,6S)-6-methyl-7-[methyl(propyl)carbamoyl]oxyhepta-2,4-dien-2-yl]-12-oxo-1-oxacyclododec-4-en-6-yl]acetate O[C@@]1([C@H](/C=C/[C@@H]([C@H](OC(C[C@H](CC1)O)=O)\C(\C)=C\C=C\[C@@H](COC(N(CCC)C)=O)C)C)CC(=O)[O-])C